ClC1=CC=2C(=NN(N2)C2=C(C(=CC(=C2)C)C(C)(C)C)O)C=C1 2-(5-chloro-2-benzotriazolyl)-6-tertiary butyl-4-methylphenol